COC([C@H](N([C@@H](CO)C)CC1=CC=CC=C1)C)=O N-benzyl-N-((R)-1-hydroxy-propan-2-yl)-D-alanine methyl ester